C(#N)C=1C=C(C=CC1)C=1C=C2C=CN(C2=C(C1)C(=O)NCC1=CC=C(C(=O)O)C=C1)CC1=CC(=CC=C1)C(F)(F)F 4-((5-(3-Cyanophenyl)-1-(3-(trifluoromethyl)benzyl)-1H-indol-7-amido)methyl)benzoic acid